(R)-tert-Butyl 3-(8-oxo-5,6-dihydroimidazo[1,2-a]pyrazin-7(8H)-yl)piperidine-1-carboxylate O=C1C=2N(CCN1[C@H]1CN(CCC1)C(=O)OC(C)(C)C)C=CN2